BrC=1C=CC2=C(C3NC(N(C(O2)(C3)C)C3=CC(=CC=C3)C(=O)N3CC2=CC=C(C=C2CC3)F)=O)C1 8-bromo-3-(3-(6-fluoro-1,2,3,4-tetrahydroisoquinoline-2-carbonyl)phenyl)-2-methyl-5,6-dihydro-2H-2,6-methanobenzo[g][1,3,5]oxadiazocin-4(3H)-one